OC(C)(C)[C@H]1CN(CC1)C1=CC(=NC(=N1)C)NC(C1=NC(=CC=C1)C=1C=NN(C1)C)=O (R)-N-(6-(3-(2-hydroxypropan-2-yl)pyrrolidin-1-yl)-2-methylpyrimidin-4-yl)-6-(1-methyl-1H-pyrazol-4-yl)picolinamide